ClC1=CC=C(C=C1)C1N(CCC(C1)CC1=CC=C(C=C1)F)CCO (4-Chlorophenyl)-4-[(4-fluorophenyl)methyl]-1-piperidineethanol